2-[5-ethylsulfonyl-6-[1-methyl-6-oxo-5-(2,2,3,3,3-pentafluoropropoxy)pyrimidin-2-yl]-3-pyridyl]-2-methyl-propanenitrile C(C)S(=O)(=O)C=1C=C(C=NC1C=1N(C(C(=CN1)OCC(C(F)(F)F)(F)F)=O)C)C(C#N)(C)C